ClC1=C2CN(C(C2=CC(=C1)CNC=1OC(=NN1)C1=CC=C(C=C1)OC(F)(F)F)=O)C1C(NC(CC1)=O)=O 3-(4-chloro-1-oxo-6-(((5-(4-(trifluoromethoxy)phenyl)-1,3,4-oxadiazol-2-yl)amino)methyl)isoindolin-2-yl)piperidine-2,6-dione